C12(CCC3=CC=CC=C13)C(C2)C(=O)O 2',3'-Dihydrospiro[Cyclopropane-1,1'-Indene]-2-Carboxylic Acid